ClC=1C=C2C=NN(C2=CC1N1CCC(CC1)C1=CC=NC=C1)C=1C=NN(C1)C1CC1 5-chloro-1-(1-cyclopropyl-1H-pyrazol-4-yl)-6-[4-(pyridin-4-yl)piperidin-1-yl]-1H-indazole